NC=1SC=C(N1)C(=O)N[C@@H]1C[C@@H](CCC1)NC1=NC(=NC(=C1)C1=CC=CC=C1)Cl |r| (+/-)-cis-2-amino-N-(3-((2-chloro-6-phenylpyrimidin-4-yl)amino)cyclohexyl)thiazole-4-carboxamide